N-(2-methyl-1-(4-(trifluoromethyl)phenyl)-1H-pyrrolo[2,3-b]pyridin-5-yl)acrylamide CC1=CC=2C(=NC=C(C2)NC(C=C)=O)N1C1=CC=C(C=C1)C(F)(F)F